C(C)(C)(C)OC(=O)N1C2CC(C(C1)CC2)=O.C(CCCCCCC)N(C2=CC=C(C=C2)C(=O)C2=CC=C(C=C2)N(CCCCCCCC)CCCCCCCCCCCC)CCCCCCCCCCCC bis(4-(n-octyl-n-dodecylamino)phenyl)methanone tert-butyl-5-oxo-2-azabicyclo[2.2.2]octane-2-carboxylate